FC(N1C(=NC2=C1C=CC=C2)N2CCN(CC2)CC2=CC=C1C(=NN(C1=C2)C)C2=CC(=CC=C2)F)F 6-((4-(1-(difluoromethyl)-1H-benzo[d]imidazol-2-yl)piperazin-1-yl)methyl)-3-(3-fluorophenyl)-1-methyl-1H-indazole